allyl-palladium acetate C(C)(=O)[O-].C(C=C)[Pd+]